8-bromo-7,9-difluoro-1,4,4-trimethyl-4,5-dihydro-[1,2,4]triazolo[4,3-a]quinoxaline BrC1=C(C=C2NC(C=3N(C2=C1F)C(=NN3)C)(C)C)F